6-(4-(difluoromethoxy)phenyl)-N-(3-(1,1-difluoropropyl)phenyl)-3-methylpyrazine-2-carboxamide FC(OC1=CC=C(C=C1)C1=CN=C(C(=N1)C(=O)NC1=CC(=CC=C1)C(CC)(F)F)C)F